C(=O)(O)C1CC(CCC1C(=O)O)CC1CC(C(CC1)C(=O)O)C(=O)O bis(3,4-dicarboxycyclohexyl)methane